C1=CC=CC=2C(OCC3=C(C21)C=CC=C3)=S dibenzo[c,e]oxepane-5-thione